CS(=O)(=O)O[C@H]1CN(CC1)C(=O)OC(C)(C)C tert-butyl (R)-3-methanesulfonyloxy-pyrrolidine-1-carboxylate